C1(CC1)[C@@H](COC)NCC1=NC=C(C=C1)C(F)(F)F (S)-1-cyclopropyl-2-methoxy-N-((5-(trifluoromethyl)pyridin-2-yl)methyl)ethanamine